Cl.N[C@H]1CN(CCCC1)C1=NN(C(C2=CC=CC=C12)=O)C1=C(C=C(C=C1)Cl)F (R)-4-(3-aminoazepan-1-yl)-2-(4-chloro-2-fluorophenyl)phthalazin-1(2H)-one hydrochloride